3-[2-(4-chloro-3-fluorophenoxy)acetamido]-N-({4-[(trifluoromethyl)sulfanyl]phenyl}methyl)bicyclo[1.1.1]pentane-1-carboxamide ClC1=C(C=C(OCC(=O)NC23CC(C2)(C3)C(=O)NCC3=CC=C(C=C3)SC(F)(F)F)C=C1)F